C1CCC2=C(C=CC=C12)N1N=C(C2=NC=C(C=C21)OC)C=2C=NC(=CC2)N2C(CN(CC2)C)C (2,3-dihydro-1H-inden-4-yl)-3-(6-(2,4-dimethylpiperazin-1-yl)pyridin-3-yl)-6-methoxy-1H-pyrazolo[4,3-b]pyridine